(S)-N-(4-([1,2,4]triazolo[1,5-c]pyrimidin-7-yloxy)-3-methylphenyl)-5-((3,3-difluoro-1-methylpiperidin-4-yl)oxy)-6-(difluoromethoxy)quinazolin-4-amine N=1C=NN2C=NC(=CC21)OC2=C(C=C(C=C2)NC2=NC=NC1=CC=C(C(=C21)O[C@@H]2C(CN(CC2)C)(F)F)OC(F)F)C